(E)-3-(8-methoxyimidazo[1,2-a]pyridin-3-yl)prop-2-enoic acid COC=1C=2N(C=CC1)C(=CN2)/C=C/C(=O)O